OC=1C=C2CC[C@@H]([C@@H](C2=CC1)C1=CC=C(OCCOCCOCCOCCOCCNC(C2=CC(=NC=C2)N2CC3(CC2)CN(CC3)C3=CC=CC=C3)=O)C=C1)C1=CC=CC=C1 N-(14-(4-((1R,2S)-6-hydroxy-2-phenyl-1,2,3,4-tetrahydronaphthalen-1-yl)phenoxy)-3,6,9,12-tetraoxatetradecyl)-2-(7-phenyl-2,7-diazaspiro[4.4]nonan-2-yl)isonicotinamide